FC1=NNC=C1C1CNCC1 3-fluoro-4-(pyrrolidin-3-yl)-1H-pyrazole